[Na+].[Na+].C1(=CC=C(C=C1)C=CC1=C(C=CC=C1)S(=O)(=O)[O-])C1=CC=C(C=C1)C=CC1=C(C=CC=C1)S(=O)(=O)[O-] 2,2'-([1,1'-Biphenyl]-4,4'-diyldi-2,1-ethenediyl)bis-benzenesulfonic acid disodium salt